N[C@H](C(=O)OC)CC1=CC=C(C=C1)N1C(N(C2=C(C1=O)COCC2)C)=O methyl (S)-2-amino-3-(4-(1-methyl-2,4-dioxo-1,5,7,8-tetrahydro-2H-pyrano[4,3-d]pyrimidin-3(4H)-yl)phenyl)propanoate